N=1N=CN(C1)C1=CC(=C2C=NNC2=C1)OCCOCCCCNCC=1C=C(C=C(C1)C)CC#N 2-(3-(((4-(2-((6-(4H-1,2,4-triazol-4-yl)-1H-indazol-4-yl)oxy)ethoxy)butyl)amino)methyl)-5-methylphenyl)acetonitrile